2-(2-tert-butylphenoxy)-3-isocyanato-pyridine C(C)(C)(C)C1=C(OC2=NC=CC=C2N=C=O)C=CC=C1